(R and S)-6-chloro-N-(3-methyltetrahydro-2H-pyran-3-yl)-8-(2-(2,2,2-trifluoroethoxy)phenyl)imidazo[1,2-a]pyridine-2-carboxamide ClC=1C=C(C=2N(C1)C=C(N2)C(=O)N[C@]2(COCCC2)C)C2=C(C=CC=C2)OCC(F)(F)F |r|